3-(5,5-diphenyl-2-(thiophen-2-yl)-tetrahydrofurane-2-yl)-1-methyl-1H-indole C1(=CC=CC=C1)C1(CCC(O1)(C=1SC=CC1)C1=CN(C2=CC=CC=C12)C)C1=CC=CC=C1